C1(CC1)CSC=1N=CC(=NC1)C1CCC2(CC3=CC=CC=C3C2N)CC1 (1r,4r)-4-{5-[(cyclopropylmethyl)sulfanyl]pyrazin-2-yl}-1',3'-dihydrospiro[cyclohexane-1,2'-inden]-3'-amine